bis(n-propylamino)diethylsilane C(CC)N[Si](CC)(CC)NCCC